N1(CCOCC1)C(=O)C=1C=NN2C1C=C(C=C2)C2=CNC1=NC=C(C=C12)NC(C1=CC(=NC=C1)N1CCNCC1)=O N-(3-(3-(morpholine-4-carbonyl)pyrazolo[1,5-a]pyridin-5-yl)-1H-pyrrolo[2,3-b]pyridin-5-yl)-2-(piperazin-1-yl)isonicotinamide